FC(CN1C[C@H](N(CC1)CC1=C2C=CNC2=C(C=C1OC)C)C1=CC=C(C2=C1OCCN2)C(=O)O)F (R)-8-(4-(2,2-difluoroethyl)-1-((5-methoxy-7-methyl-1H-indol-4-yl)methyl)piperazin-2-yl)-3,4-dihydro-2H-benzo[b][1,4]oxazine-5-carboxylic acid